C(C)OC(C)OCC1CO1 2,3-epoxy-1-(1-ethoxyethoxy)propane